OC(CNC1=CC=C(C=C1)O)CCCCCCCCCCCCC 4-[(2-hydroxypentadecyl)amino]phenol